tert-butylpiperidine C(C)(C)(C)N1CCCCC1